3-amino-2-carboxyl-thiophene NC1=C(SC=C1)C(=O)O